6-((3,4-dimethylbenzyl)amino)nicotinic acid ethyl ester C(C)OC(C1=CN=C(C=C1)NCC1=CC(=C(C=C1)C)C)=O